CCC(C(=O)OC1CCN(CC1)C1=NC=C(C=C1)Br)(C)C=1C=NC(=CC1)OC (5-bromopyridin-2-yl)piperidin-4-ol methyl-2-(6-methoxypyridin-3-yl)-2-methylpropanoate